CN(CCC1=CN(C2=CC=C(C=C12)OC)C(=O)N(C)C)C 3-(2-(dimethylamino)ethyl)-5-methoxy-N,N-dimethyl-1H-indole-1-carboxamide